2-(2-(ethylsulfonyl)-6-(4-(1,1,2,2-tetrafluoroethoxy)phenyl)pyrazolo[1,5-a]pyrimidin-3-yl)-3-methyl-6-(trifluoromethyl)-3H-imidazo[4,5-c]pyridine C(C)S(=O)(=O)C1=NN2C(N=CC(=C2)C2=CC=C(C=C2)OC(C(F)F)(F)F)=C1C1=NC2=C(C=NC(=C2)C(F)(F)F)N1C